[OH-].N1=C(C=CC=C1)C1=NC(=CC=C1)C1=NC=CC=C1 2,2':6',2''-terpyridine hydroxide